(2-(tert-butylamino)-4-(((1R,3R,4R)-3-hydroxy-4-methylcyclohexyl)amino)pyrimidin-5-yl)(cyclopropyl)methanone C(C)(C)(C)NC1=NC=C(C(=N1)N[C@H]1C[C@H]([C@@H](CC1)C)O)C(=O)C1CC1